COC=1C(=C2C=CNC2=C(C1)C)CN1N=C2C(=C(C=CC2=C1)C#N)OC1CC(C1)NC 2-((5-methoxy-7-methyl-1H-indol-4-yl)methyl)-7-(3-(methylamino)cyclobutoxy)-2H-indazole-6-carbonitrile